Cl.CN1CC(CC1)OC(=O)N1N=CC=C1\C=C\C=1SC=CC1.BrC1=CC=CN2C(=C(C=C12)C#C)CC(F)(F)F 8-bromo-2-ethynyl-3-(2,2,2-trifluoroethyl)indolizine (E)-1-methylpyrrolidin-3-yl-5-(2-(thiophen-2-yl)vinyl)-1H-pyrazole-1-carboxylate hydrochloride